BrCC(=O)C=1C(=CC2=C(OCO2)C1Cl)NC(C)=O N-(6-(2-bromoacetyl)-7-chlorobenzo[d][1,3]dioxol-5-yl)acetamide